O1CCN(CC1)C=1C2=C(N=CN1)NC(=C2)C2=CC=C(C=C2)NC=2C=NC(=CC2)N2CCNCC2 N-(4-(4-morpholino-7H-pyrrolo[2,3-d]pyrimidin-6-yl)phenyl)-6-(piperazin-1-yl)pyridin-3-amine